1-(prop-2-yn-1-yl)pyrrolidin-3-one C(C#C)N1CC(CC1)=O